FC1=CC=C(C(=C1[C@H]([C@@H](C=1OC(NN1)=O)NS(=O)(=O)C1=CC(=C(C=C1)C)S(=O)(=O)N1CCCCC1)C)C)C N-((1S,2R)-2-(6-fluoro-2,3-dimethylphenyl)-1-(5-oxo-4,5-dihydro-1,3,4-oxadiazol-2-yl)propyl)-4-methyl-3-(piperidin-1-ylsulfonyl)benzenesulfonamide